bicyclo[3.2.1]octane-6-ol C12CCCC(C(C1)O)C2